2-((1R,5S,6s)-3-oxabicyclo[3.1.0]hexan-6-yl)-4,4,5,5-tetramethyl-1,3,2-dioxaborolane [C@@H]12COC[C@H]2C1B1OC(C(O1)(C)C)(C)C